CCC(CC)N1N=CC(=C1)C=1C=2N(C=C(N1)C=1C=NN(C1)C[C@@H](CN1CCCC1)O)N=CC2 (R)-1-(4-(4-(1-(pent-3-yl)-1H-pyrazol-4-yl)pyrazolo[1,5-a]pyrazin-6-yl)-1H-pyrazol-1-yl)-3-(pyrrolidin-1-yl)propan-2-ol